Benzyl (2S)-4,4,4-trifluoro-2-{[(1S)-1-phenylethyl]amino}-3-(trifluoromethyl)butanoate hydrochloride Cl.FC(C([C@@H](C(=O)OCC1=CC=CC=C1)N[C@@H](C)C1=CC=CC=C1)C(F)(F)F)(F)F